OC1=CC=CC=C1C(=O)O 6-hydroxybenzoic acid